2-bromo-6-fluoro-4-iodophenol BrC1=C(C(=CC(=C1)I)F)O